1-(1-((2-(trimethylsilyl)ethoxy)methyl)-1H-pyrazol-4-yl)pyridin-2(1H)-one C[Si](CCOCN1N=CC(=C1)N1C(C=CC=C1)=O)(C)C